butyl-2-(((S)-8-chloro-6-fluoro-1,2,3,4-tetrahydronaphthalen-2-yl)amino)pentanoate hydrochloride Cl.C(CCC)OC(C(CCC)N[C@@H]1CC2=C(C=C(C=C2CC1)F)Cl)=O